N-[5-(2-bromoethoxy)-2-[(3-hydroxy-3-methyl-cyclobutyl)amino]-3-(trifluoromethyl)phenyl]cyclopropanecarboxamide BrCCOC=1C=C(C(=C(C1)NC(=O)C1CC1)NC1CC(C1)(C)O)C(F)(F)F